1,2-Dihydroxyethan OCCO